C(C)OCCN1N=CC(=C1)NC1=CC=CC(=N1)C1=CC=C(C=C1)N1C(NCC1)=O 1-(4-(6-((1-(2-ethoxyethyl)-1H-pyrazol-4-yl)amino)pyridin-2-yl)phenyl)imidazolidin-2-one